5-aminobenzo[d]oxazol-2(3H)-one NC=1C=CC2=C(NC(O2)=O)C1